C1(CCCCC1)C=1C=C(C=CC1)C1(CC1)C=1NC(C=2CN(CCCC2N1)C(CC=1C=C(C=CC1)C1=CC(=CC=C1)C(F)(F)F)=O)=O 2-(1-(3-cyclohexylphenyl)cyclopropyl)-6-(2-(3'-(trifluoromethyl)-[1,1'-biphenyl]-3-yl)acetyl)-3,5,6,7,8,9-hexahydro-4H-pyrimido[5,4-c]azepin-4-one